BrC=1C=C(C=CC1)/C=C/C(=O)C1=CC=C(C=C1)OCCCBr (E)-3-(3-bromophenyl)-1-(4-(3-bromopropoxy)phenyl)prop-2-en-1-one